N[C@](CC(=O)OC)(C)C1=C(C(=CC=C1)NC(=O)OCC1=CC=CC=C1)Cl methyl (3S)-3-amino-3-[3-(benzyloxycarbonylamino)-2-chloro-phenyl]butanoate